C(N)(=O)C12CN(CC2C1)C(=O)OC(C)(C)C tert-butyl 1-carbamoyl-3-azabicyclo[3.1.0]hexane-3-carboxylate